[Cl-].ClC1=CC(=C(C=C1)[Zn+])OC (4-chloro-2-methoxyphenyl)Zinc chloride